OC[C@@]1(CN2C(O1)=C(C=N2)[S@@](=O)(NC(NC2=C1CCC1=CC=1CCC21)=O)=NC(C2=CC=CC=C2)(C2=CC=CC=C2)C2=CC=CC=C2)C (S,2S)-2-(hydroxymethyl)-2-methyl-N-(tricyclo[6.2.0.03,6]deca-1,3(6),7-trien-2-ylcarbamoyl)-N'-trityl-2,3-dihydropyrazolo[5,1-b]oxazole-7-sulfonimidamide